1-(1-(5-(8-(but-3-en-1-yloxy)imidazo[1,2-a]pyrazin-6-yl)pyridazin-3-yl)ethyl)-1-ethyl-3-((S)-7,7,7-trifluorohept-1-en-4-yl)urea C(CC=C)OC=1C=2N(C=C(N1)C=1C=C(N=NC1)C(C)N(C(=O)N[C@H](CC=C)CCC(F)(F)F)CC)C=CN2